FC1(C2CN(CC12)C1=NC=CC(=C1)OC1=CC(=C(C=C1)NC1=NC=NC2=CC(=C(C=C12)OC1CCN(CC1)C(C=C)=O)OC)F)F 1-(4-((4-((4-((2-(6,6-difluoro-3-azabicyclo[3.1.0]hexan-3-yl)pyridin-4-yl)oxy)-2-fluorophenyl)amino)-7-methoxyquinazolin-6-yl)oxy)piperidin-1-yl)prop-2-en-1-one